CNC(=O)C1=CC=C(C=N1)OC1CN(C1)C(=O)OC(C)(C)C tert-butyl 3-((6-(methylcarbamoyl)pyridin-3-yl)oxy)azetidine-1-carboxylate